acryloyloxyeicosyldimethyldimethylmethoxysilane C(C=C)(=O)OCCCCCCCCCCCCCCCCCCCC[Si](OC(C)C)(C)C